5-bromo-1,3,4-thiadiazol BrC1=NN=CS1